N-(2-fluoro-4-methyl-5-(4,4,5,5-tetramethyl-1,3,2-dioxaborolan-2-yl)phenyl)-3-methyl-6-azabicyclo[3.1.1]heptane-6-carboxamide FC1=C(C=C(C(=C1)C)B1OC(C(O1)(C)C)(C)C)NC(=O)N1C2CC(CC1C2)C